N-[2-[4-(Hydroxymethyl)cyclohexyl]-6-isopropoxy-indazol-5-yl]-6-(trifluoromethyl)pyridine-2-carboxamide OCC1CCC(CC1)N1N=C2C=C(C(=CC2=C1)NC(=O)C1=NC(=CC=C1)C(F)(F)F)OC(C)C